4-(4-morpholinylphenyl)-N6-(2-(pyrrolidin-1-yl)ethyl)-1,3,5-triazine-2,4,6-triamine N1(CCOCC1)C1=CC=C(C=C1)C1(NC(=NC(=N1)NCCN1CCCC1)N)N